COC1=CC=C(C=N1)OCC1=CC=C(OC2CN(C2)C=2C(=C(C(=O)O)C=CC2)N2C=CC=C2)C=C1 3-(3-(4-(((6-methoxypyridin-3-yl)oxy)methyl)phenoxy)azetidin-1-yl)-2-(1H-pyrrol-1-yl)benzoic acid